tert-Butyl (3R,4S)-3-fluoro-4-(5-methyl-4-trimethylsilyl-triazol-1-yl)piperidine-1-carboxylate F[C@@H]1CN(CC[C@@H]1N1N=NC(=C1C)[Si](C)(C)C)C(=O)OC(C)(C)C